BrC=1C=C(C=2N(C1)N=CC2C#N)O[C@H](C)C=2C=CC(=C(C2)NC(C=C)=O)Cl (R)-N-(5-(1-((6-bromo-3-cyanopyrazolo[1,5-a]pyridin-4-yl)oxy)ethyl)-2-chlorophenyl)acrylamide